COC=1C(=NC=2CCCC(C2C1)NC(OC(C)(C)C)=O)C tert-butyl (3-methoxy-2-methyl-5,6,7,8-tetrahydroquinolin-5-yl)carbamate